4-amino-2-(4-methacrylamidophenyl)-3-(3-methoxy-4-((4-methylpyrimidin-2-yl)oxy)phenyl)thieno[3,2-c]pyridine-7-carboxamide NC1=NC=C(C2=C1C(=C(S2)C2=CC=C(C=C2)NC(C(=C)C)=O)C2=CC(=C(C=C2)OC2=NC=CC(=N2)C)OC)C(=O)N